6-methyl-2-Hepten-4-ol CC(CC(C=CC)O)C